4-Chloro-2-[2-fluoro-5-(oxan-4-ylmethoxy)phenyl]-5-methylphenol ClC1=CC(=C(C=C1C)O)C1=C(C=CC(=C1)OCC1CCOCC1)F